tert-butyl 3-[2-[[2-(9H-fluoren-9-ylmethoxycarbonylamino)acetyl]amino]thiazol-4-yl]piperidine-1-carboxylate C1=CC=CC=2C3=CC=CC=C3C(C12)COC(=O)NCC(=O)NC=1SC=C(N1)C1CN(CCC1)C(=O)OC(C)(C)C